C1(CC1)N1C=C(C(C2=CC(=C(C=C12)N1CCNCC1)F)=O)C(C=CC=1C=NC=CC1)=O 1-cyclopropyl-6-fluoro-7-piperazin-1-yl-3-[3-(pyridin-3-yl)acryloyl]-quinolin-4(1H)-one